ClC=1CN(C(=CC1OCC1=NC=C(C=C1F)F)C)C1=CC(=NC=C1C(F)(F)F)N1CC(=CC=C1)C(C)(C)O 3''-chloro-4''-((3,5-difluoropyridine-2-yl)methoxy)-3-(2-hydroxypropane-2-yl)-6''-methyl-5'-(trifluoromethyl)-2H,2''H-[1,2':4',1''-terpyridine]